(R)-3-(5-chloropyridin-3-yl)-N-((S)-2-(dimethylamino)-3-(1H-indazol-5-yl)propyl)-3-(1-(trifluoromethyl)cyclopropyl)propanamide ClC=1C=C(C=NC1)[C@@H](CC(=O)NC[C@H](CC=1C=C2C=NNC2=CC1)N(C)C)C1(CC1)C(F)(F)F